(R)-6-(3-fluoropyrrolidin-1-yl)nicotinoyl chloride F[C@H]1CN(CC1)C1=NC=C(C(=O)Cl)C=C1